C(C1=CC=CC=C1)NC(=O)C=1C=C(C=CC1Cl)NC(=O)C1=C(C(=NN1C)C(C(F)(F)F)(F)F)C(F)(F)F N-[3-(benzylcarbamoyl)-4-chlorophenyl]-1-methyl-3-(pentafluoroethyl)-4-(trifluoromethyl)-1H-pyrazole-5-formamide